C(CCCCCCCCCCCCCCC)(=O)OCC=CCCC=CCC non-2,6-dien-1-yl palmitate